trans-1,4-cyclohexanediformaldehyde [C@H]1(CC[C@H](CC1)C=O)C=O